Cl.NC1=CC=C(CC2=NN(C(C3=CC=CC=C23)=O)C)C=C1 4-(4-aminobenzyl)-2-methylphthalazin-1(2H)-one hydrochloride